2,3-difluoroacrylic acid FC(C(=O)O)=CF